6-(furan-3-yl)-N-(piperidin-4-ylmethyl)benzo[b]thiophene-2-carboxamide O1C=C(C=C1)C=1C=CC2=C(SC(=C2)C(=O)NCC2CCNCC2)C1